C(C)(C)(C)OC(=O)N1C=CC2=C(C(=CC(=C12)C)OC)CN1C(C2(C1)CCCC2)C2=CC=C(C=C2)C(=O)OC 5-methoxy-4-((1-(4-(methoxycarbonyl)phenyl)-2-azaspiro[3.4]octane-2-yl)methyl)-7-methyl-1H-indole-1-carboxylic acid tert-butyl ester